nitroborolan [N+](=O)([O-])B1CCCC1